COCCC(C(=O)O)=C.C1(CCCCCO1)=O caprolactone 2-(2-methoxyethyl)acrylate